OCCC=1C=C(CN2C(C(=CC(=C2)C(=O)N[C@@H]2[C@H](C2)C)C(=O)NC)=O)C=CC1 1-(3-(2-hydroxyethyl)benzyl)-N3-methyl-N5-((1s,2s)-2-methylcyclopropyl)-2-oxo-1,2-dihydropyridine-3,5-dicarboxamide